N-[(2E)-3-(7-{[(3S,4R)-3-fluoro-1-methylpiperidin-4-yl]amino}-3-(2,2,2-trifluoroethyl)-1-benzothiophen-2-yl)prop-2-en-1-yl]cyclopropanecarboxamide F[C@H]1CN(CC[C@H]1NC1=CC=CC=2C(=C(SC21)/C=C/CNC(=O)C2CC2)CC(F)(F)F)C